NC1=C(C=C(C=N1)NC(C(=O)N1[C@H](CC[C@@H](C1)C)C=1C=C2CNC(C2=CC1)=O)=O)C N-(6-amino-5-methyl-3-pyridyl)-2-[(2R,5S)-5-methyl-2-(1-oxoisoindolin-5-yl)-1-piperidyl]-2-oxo-acetamide